C(C)C=1C=C(C=C(C1)C=1C=NC=CC1)SC1=CN=C(S1)CNC(OC(C)(C)C)=O tert-Butyl ((5-((3-ethyl-5-(pyridin-3-yl)phenyl)thio)thiazol-2-yl)methyl)carbamate